COC(=O)C1=NN(C2=C1N(C=1C2=NC=C(C1)C=1C(=NOC1C)C)[C@@H](C1CCOCC1)C1=CC=CC=C1)C (S)-6-(3,5-dimethylisoxazol-4-yl)-1-methyl-4-(phenyl-(tetrahydro-2H-pyran-4-yl)methyl)-1,4-dihydropyrazolo[3',4':4,5]pyrrolo[3,2-b]pyridine-3-carboxylic acid methyl ester